(R)-3-methyl-6-(7-(2-methyl-6-(trifluoromethyl)pyrimidin-4-yl)-2,7-diazaspiro[4.4]nonan-2-yl)-1-(oxetan-3-yl)-1H-pyrazolo[3,4-d]pyrimidine CC1=NN(C2=NC(=NC=C21)N2C[C@]1(CC2)CN(CC1)C1=NC(=NC(=C1)C(F)(F)F)C)C1COC1